C(CCCCCCC)OC=1C2=CC=CC=C2C(=C2C=CC=CC12)OCCCCCCCC 9,10-dioctyloxyanthracene